CNC(O)=O N-methyl-carbamic acid